1,3,5-tri(4'-aminophenyl)benzene NC1=CC=C(C=C1)C1=CC(=CC(=C1)C1=CC=C(C=C1)N)C1=CC=C(C=C1)N